COCCN1N=NC(=C1)CCC(=O)N1CCN(CC1)C1=NC(=CC(=N1)NC1=CC2=C(C=N1)C=NN2C(C)C)N2CCCC2 3-[1-(2-methoxyethyl)-1H-1,2,3-triazol-4-yl]-1-{4-[4-{[1-(propan-2-yl)-1H-pyrazolo[4,3-c]pyridin-6-yl]amino}-6-(pyrrolidin-1-yl)pyrimidin-2-yl]piperazin-1-yl}propan-1-one